6,7-dibromo-1,1,4,4-tetramethyl-2,3-dihydronaphthalene BrC=1C=C2C(CCC(C2=CC1Br)(C)C)(C)C